(R,R/S)-4-(hydroxymethyl)-2-(2-hydroxypropan-2-yl)-N'-((3-methyl-1,2,3,5,6,7-hexahydro-dicyclopenta[b,e]pyridin-8-yl)carbamoyl)thiazole-5-sulfonimidamide OCC=1N=C(SC1[S@@](=O)(N)=NC(NC1=C2C(=NC3=C1CCC3)[C@@H](CC2)C)=O)C(C)(C)O |&1:22|